tert-butyl ((1S)-8,9-difluoro-4-hydroxy-6-methoxy-1,4-dihydro-2H-pyrano[3,4-c]isoquinolin-1-yl)(methyl)carbamate FC=1C(=CC=2C3=C(N=C(C2C1)OC)C(OC[C@H]3N(C(OC(C)(C)C)=O)C)O)F